CC1=CC=C(CC2=C(OC=C2)C(=O)NC2CCN(CC2)CCC2=CC=CC=C2)C=C1 (4-methylbenzyl)-N-(1-phenethylpiperidin-4-yl)-2-furoamide